C(C)(C)(C)OC(=O)NC(=N)N(C1=CC=C(C=C1)C#C)C(=O)OC(C)(C)C N,N'-di-tert-butoxycarbonyl-N'-(4-ethynylphenyl)guanidine